N,N-dimethyl-1-(4-(6-nitropiperidin-3-yl)morpholin-2-yl)cyclopropan-1-amine CN(C1(CC1)C1CN(CCO1)C1CNC(CC1)[N+](=O)[O-])C